FC=1C=NC(=NC1)N[C@@H]1CN(C[C@H]1COC1=CC=C(C=C1)C(F)(F)F)C(C=C)=O 1-((3S,4R)-3-((5-fluoropyrimidin-2-yl)amino)-4-((4-(trifluoromethyl)phenoxy)methyl)pyrrolidin-1-yl)prop-2-en-1-one